tert-butyl ((6-methoxypyrazin-2-yl)methyl)carbamate COC1=CN=CC(=N1)CNC(OC(C)(C)C)=O